1-(5-methoxy-6-methyl-6H-thieno[3,2-e]indol-2-yl)ethane-1-one COC=1C=C2C(=C3C=CN(C13)C)C=C(S2)C(C)=O